COC=1C(=CC2=CN(N=C2C1C)C)C=1N=CC2=C(N1)C=CN(C2=O)[C@@H]2C[C@@H](CC2)NC(OC(C)(C)C)=O tert-butyl N-[(1R,3S)-3-[2-(6-methoxy-2,7-dimethyl-indazol-5-yl)-5-oxo-pyrido[4,3-d]pyrimidin-6-yl]cyclopentyl]carbamate